4-but-2-yl-3-methyl-1H-1,2,4-triazol-5(4H)-one CC(CC)N1C(=NNC1=O)C